tert-Butyl (2S,3R,6S)-3-(((5-chloropyrimidin-2-yl)amino)methyl)-2,6-dimethylmorpholine-4-carboxylate ClC=1C=NC(=NC1)NC[C@H]1N(C[C@@H](O[C@H]1C)C)C(=O)OC(C)(C)C